N1C=C(C2=CC=CC=C12)C(CN)(C)C 2-(1H-indol-3-yl)-2-methylpropan-1-amine